N1C=CC2=CC(=CC=C12)S(=O)(=O)N1C=C(C=C1)C(=O)NC=1C=NC(=CC1)F 1-((1H-indol-5-yl)sulfonyl)-N-(6-fluoropyridin-3-yl)-1H-pyrrole-3-carboxamide